(Z)-acetic acid-9-tetradecene-1-yl ester C(CCCCCCCC=CCCCC)OC(C)=O